methoxycyclohexyl dimethylphosphinate CP(OC1(CCCCC1)OC)(=O)C